1-(3-(5-amino-2-chloro-4-fluoro-3-methylbenzoylamino)-4-(4-methylpiperazin-1-yl)phenyl)-N,N-dimethyl-1H-1,2,3-triazol-4-carboxamide NC=1C(=C(C(=C(C(=O)NC=2C=C(C=CC2N2CCN(CC2)C)N2N=NC(=C2)C(=O)N(C)C)C1)Cl)C)F